2-(1,1-difluoropropyl)pyridin-4-amine FC(CC)(F)C1=NC=CC(=C1)N